C(C)(C)(C)OC(=O)N1[C@@H](CCC1)C1=C2CCN(CC2=CC(=C1)C=1C=C2C(=NC1)NC=C2C)C(=O)[O-] (S)-5-(1-(tert-butoxycarbonyl)pyrrolidin-2-yl)-7-(3-methyl-1H-pyrrolo[2,3-b]pyridine-5-yl)-3,4-dihydroisoquinoline-2(1H)-carboxylate